C(C)C1=CN(C(S1)=O)C1=NOC2=C1C=C(C(=C2F)F)C=O (S)-3-(5-ethyl-2-oxothiazol-3-yl)-6,7-difluorobenzo[d]isoxazole-5-carbaldehyde